ethyl 2-((2-bromo-3-methylpyridin-4-yl) amino)-2-oxoacetate BrC1=NC=CC(=C1C)NC(C(=O)OCC)=O